bis(1-naphthyl)-N,N'-diphenylbenzidine C1(=CC=CC2=CC=CC=C12)N(C1=CC=C(C2=CC=C(N(C3=CC=CC=C3)C3=CC=CC4=CC=CC=C34)C=C2)C=C1)C1=CC=CC=C1